Platinum-Ruthenium-Vanadium [V].[Ru].[Pt]